(E)-ethyl 3-aminobut-2-enoate N/C(=C/C(=O)OCC)/C